NC=1OC2=C(N1)C=C(C=C2)C=2C=CC=1N(C2)C(=CN1)C(=O)N1C2CN(CC1C2)C(=O)C=2C=C(CC1=NNC(C3=CC=CC=C13)=O)C=CC2F 4-(3-(6-(6-(2-aminobenzo[d]oxazol-5-yl)imidazo[1,2-a]pyridine-3-carbonyl)-3,6-diazabicyclo[3.1.1]heptane-3-carbonyl)-4-fluorobenzyl)phthalazin-1(2H)-one